C(C1=CC=CC=C1)NC1=C2N=CN(C2=NC(=N1)C#N)CCCC 6-(benzylamino)-9-butyl-9H-purine-2-carbonitrile